NC1=C(C(N(C2=NC(=CC=C12)N(C)C)C1=CC=C(C=C1)Cl)=O)C(=O)OC methyl 4-amino-1-(4-chlorophenyl)-7-(dimethylamino)-2-oxo-1,2-dihydro-1,8-naphthyridine-3-carboxylate